N[C@H](CCN1CCC(CC1)O)C=1C=CC(=NC1)N1S(COCC1)(=O)=O (R)-4-(5-(1-amino-3-(4-hydroxypiperidin-1-yl)propyl)pyridin-2-yl)-1,3,4-oxathiazinane 3,3-dioxide